Br\C(\CCC(=O)O)=C(/COC(C(C)C)=O)\Br.ClCC(=O)C1=C(C=C(C=C1)NC(C)=O)C N-[4-(2-chloroacetyl)-3-methylphenyl]acetamide (2E)-2,3-dibromo-4-[(2-methylpropionyl)oxy]but-2-en-1-yl-acetate